(4R)-4-[3-oxo-3-[2-[3-(trifluoromethoxy)phenyl]sulfonyl-2,6-diazaspiro[3.3]heptan-6-yl]propyl]oxazolidin-2-one O=C(CC[C@H]1NC(OC1)=O)N1CC2(CN(C2)S(=O)(=O)C2=CC(=CC=C2)OC(F)(F)F)C1